O=C1N(CCC(N1)=O)C1=CN=C2N1C=CC=C2C#CC2CCN(CC2)C(=O)OC(C)(C)C tert-butyl 4-((3-(2,4-dioxotetrahydropyrimidin-1(2H)-yl)imidazo[1,2-a]pyridin-8-yl)ethynyl)piperidine-1-carboxylate